C(CCC)C1=CC=C(CO)C=C1 4-butylbenzyl alcohol